FC=1C=C2C(=CNC2=CC1F)CCN(CCC)CC N-(2-(5,6-difluoro-1H-indol-3-yl)ethyl)-N-ethylpropan-1-amine